N-[1-(2-methoxyethyl)pyrazol-4-yl]-1,2-dimethyl-5-[7-[(3R)-3-methyl-3,4-dihydro-1H-isoquinoline-2-carbonyl]-1,2,3,4-tetrahydroisoquinolin-6-yl]-N-phenyl-pyrrole-3-carboxamide COCCN1N=CC(=C1)N(C(=O)C1=C(N(C(=C1)C=1C=C2CCNCC2=CC1C(=O)N1CC2=CC=CC=C2C[C@H]1C)C)C)C1=CC=CC=C1